1-(4-(2-(3,4-dimethoxyphenyl)-3-isopropyl-1H-indol-5-yl)piperidin-1-yl)-2-(((1R,3S,5R,7S)-3-hydroxyadamantan-1-yl)amino)ethan-1-one COC=1C=C(C=CC1OC)C=1NC2=CC=C(C=C2C1C(C)C)C1CCN(CC1)C(CNC12CC3(C[C@H](C[C@@H](C1)C3)C2)O)=O